C(C1=CC=CC=C1)OC1=CC=C2C(=N1)N=CN2CC2=CC=C(C=C2)P(OC2=CC=CC=C2)(OC2=CC=CC=C2)=O diphenyl 4-((5-(benzyloxy)imidazo[4,5-b]pyridin-1-yl)methyl)phenyl-phosphonate